[N+](=O)([O-])P1(=NP(=NP(=N1)([N+](=O)[O-])[N+](=O)[O-])([N+](=O)[O-])[N+](=O)[O-])[N+](=O)[O-] hexa(nitro)cyclotriphosphazene